tert-butyl 1-(6-bromohexyl)cyclopropane-1-carboxylate BrCCCCCCC1(CC1)C(=O)OC(C)(C)C